ClC=1C(=C(C=CC1Cl)NC1=NC=NC2=CC(=C(C=C12)I)OCCN1CCN(CC1)C)F N-(3,4-dichloro-2-fluorophenyl)-6-iodo-7-(2-(4-methylpiperazin-1-yl)ethoxy)quinazolin-4-amine